(4R,5R)-5-((R)-5H-imidazo[5,1-a]isoindol-5-yl)-2-methyl-4,5,6,7-tetrahydro-2H-indazol-4-ol C=1N=CN2C1C1=CC=CC=C1[C@H]2[C@@H]2[C@H](C1=CN(N=C1CC2)C)O